5-(4-((1-methoxypropan-2-yl)oxy)-6-nitroquinolin-2-yl)thiazole COCC(C)OC1=CC(=NC2=CC=C(C=C12)[N+](=O)[O-])C1=CN=CS1